(S)-4-(3-(3-chloro-4-(trifluoromethyl)phenethyl)-3-(dimethylamino)piperidin-1-yl)-2,6-difluoro-N-(pyrimidin-4-yl)benzenesulfonamide ClC=1C=C(CC[C@]2(CN(CCC2)C2=CC(=C(C(=C2)F)S(=O)(=O)NC2=NC=NC=C2)F)N(C)C)C=CC1C(F)(F)F